4-(4,6-diamino-3-iodo-1H-pyrazolo[3,4-d]pyrimidin-1-yl)-2-methylpentan-2-ol NC1=C2C(=NC(=N1)N)N(N=C2I)C(CC(C)(O)C)C